(S)-4-(6-(bromomethyl)-5-((tert-butoxycarbonyl)amino)-2-(Methylthio)pyrimidin-4-yl)-2-(cyanomethyl)piperazine-1-carboxylate BrCC1=C(C(=NC(=N1)SC)N1C[C@@H](N(CC1)C(=O)[O-])CC#N)NC(=O)OC(C)(C)C